6-(Cyclopropanecarboxamido)-4-((1-(2,2-difluoropropyl)-7-methoxy-1H-pyrazolo[4,3-c]pyridin-6-yl)amino)-N-methylnicotinamide C1(CC1)C(=O)NC1=NC=C(C(=O)NC)C(=C1)NC1=C(C2=C(C=N1)C=NN2CC(C)(F)F)OC